methyl 4-(5-amino-2-((5-methylisoxazol-3-yl) methyl)-3-oxo-7-phenyl-2,3-dihydro-[1,2,4]triazolo[4,3-c]pyrimidin-8-yl)-6-methylpyridinecarboxylate NC1=NC(=C(C=2N1C(N(N2)CC2=NOC(=C2)C)=O)C2=CC(=NC(=C2)C)C(=O)OC)C2=CC=CC=C2